BrCCOC1OCCCC1 2-(2-bromoethoxy)tetrahydropyran